N-(3-amino-1H-indazol-5-yl)-2-(4-fluoro-2-methylphenoxy)-5-(trifluoromethyl)benzamide NC1=NNC2=CC=C(C=C12)NC(C1=C(C=CC(=C1)C(F)(F)F)OC1=C(C=C(C=C1)F)C)=O